1'-(4,8-dimethoxyquinoline-2-carbonyl)-7-isopropylspiro[isochroman-3,4'-piperidin]-1-one COC1=CC(=NC2=C(C=CC=C12)OC)C(=O)N1CCC2(CC1)OC(C1=CC(=CC=C1C2)C(C)C)=O